3-Amino-5-(2,2-difluoroethyl)-7-fluoro-1-methyl-1,5-dihydro-4H-pyrrolo[3,2-c]pyridin-4-one hydrochloride Cl.NC1=CN(C2=C1C(N(C=C2F)CC(F)F)=O)C